([1-[2-(benzyloxy)ethyl]-7-bromo-1H-imidazo[4,5-c]quinolin-2-yl]methyl)-N-ethylcarbamic acid tert-butyl ester C(C)(C)(C)OC(N(CC)CC=1N(C2=C(C=NC=3C=C(C=CC23)Br)N1)CCOCC1=CC=CC=C1)=O